C(#N)C1=NNC2=CC(=CC=C12)CN1CC2(CCN(C2)C2=NC=NC=C2OC2=C(C(=O)N(C)C(C)C)C=C(C=C2)F)CC1 2-((4-(7-((3-cyano-1H-indazol-6-yl)methyl)-2,7-diazaspiro[4.4]nonan-2-yl)pyrimidin-5-yl)oxy)-5-fluoro-N-isopropyl-N-methylbenzamide